(S)-N-tert-butoxycarbonyl-(3-hydroxyadamantan-1-yl)glycine C(C)(C)(C)OC(=O)N(CC(=O)O)C12CC3(CC(CC(C1)C3)C2)O